C1(CCCC1)N(C(OCC=1C(=NOC1C1=CC=C(C=C1)O[Si](C)(C)C(C)(C)C)C)=O)C (5-(4-((tert-butyldimethylsilyl)oxy)phenyl)-3-methylisoxazol-4-yl)methyl cyclopentyl(methyl)carbamate